O=C(CN1CCC(CCN(CCC(CCC(CC1)=O)=O)C(=O)OC(C)(C)C)=O)NCCNCCC(NCCNC(C=C)=O)=O tert-butyl 13-(2,9,14-trioxo-3,6,10,13-tetraazahexadec-15-en-1-yl)-1,4,10-trioxo-7,13-diazacyclopentadecane-7-carboxylate